benzyl (2S,4R*)-4-(methoxymethyl)-1-((4-phenoxybenzoyl)glycyl)pyrrolidine-2-carboxylate COC[C@@H]1C[C@H](N(C1)C(CNC(C1=CC=C(C=C1)OC1=CC=CC=C1)=O)=O)C(=O)OCC1=CC=CC=C1 |o1:3|